BrC1=CC(=C(OC2=CC(=C(C=C2)O)S(=O)(=O)N2CCC(CC2)(F)F)C(=C1)Cl)Cl 4-(4-bromo-2,6-dichloro-phenoxy)-2-[(4,4-difluoro-1-piperidyl)sulfonyl]phenol